N1=CNC=2C=NC=CC21 3H-imidazo[4,5-c]-pyridine